Benzyl (3S,3aS,6aR)-2-[(2S)-2-amino-3-ethyl-pentanoyl]-3,3a,4,5,6,6a-hexahydro-1H-cyclopenta[c]pyrrole-3-carboxylate N[C@H](C(=O)N1C[C@H]2[C@@H]([C@H]1C(=O)OCC1=CC=CC=C1)CCC2)C(CC)CC